m-Ethyl-vinylbenzene C(C)C=1C=C(C=CC1)C=C